trans-3-[(2,6-dichloro-4-pyridinyl)-difluoro-methyl]cyclobutanol ClC1=NC(=CC(=C1)C([C@@H]1C[C@H](C1)O)(F)F)Cl